C1(=CC=CC=C1)C1=CC=C2CCCC(C2=C1)CNC=1C=NC=CC1C(=O)O 3-{[(7-phenyl-1,2,3,4-tetrahydronaphthalen-1-yl)methyl]amino}pyridine-4-carboxylic acid